CC(C)(C)S(=O)(=O)N (1,1-dimethylethyl)sulfonamide